C1(CC1)N1C(=NC2=C1C=C(C=C2F)C2=CC=C(C=C2)CN2CC1(C2)CN(C1)C(C)C)C1=CC=C(C=C1)S(=O)(=O)C cyclopropyl-4-fluoro-6-(4-((6-isopropyl-2,6-diazaspiro[3.3]heptan-2-yl)methyl)phenyl)-2-(4-(methylsulfonyl)phenyl)-1H-benzo[d]imidazole